(4-(1-(trifluoromethyl)cyclopropyl)phenyl)methylamine FC(C1(CC1)C1=CC=C(C=C1)CN)(F)F